(methylcyclopentadienyl)-trimethylplatinum CC1(C=CC=C1)[Pt](C)(C)C